(S)-2-(2,2-difluoro-2-(4-fluorophenyl)acetamido)-4-((2-methoxyethyl)(4-(5,6,7,8-tetrahydro-1,8-naphthyridin-2-yl)butyl)amino)butanoic acid FC(C(=O)N[C@H](C(=O)O)CCN(CCCCC1=NC=2NCCCC2C=C1)CCOC)(C1=CC=C(C=C1)F)F